ClC=1C(=NC=CC1)C1=CC=C(C=C1)C1CN(C1)C(=O)N1C[C@@H]2[C@@H](OCC(N2)=O)CC1 (4aR,8aS)-6-[3-[4-(3-chloro-2-pyridinyl)phenyl]azetidine-1-carbonyl]-4,4a,5,7,8,8a-hexahydropyrido[4,3-b][1,4]oxazin-3-one